C1(=CC=CC=C1)C1=NN(C(=C1)C1=CC=CC=C1)CCC(=O)NO 3-(3,5-diphenylpyrazol-1-yl)propanehydroxamic acid